3-[ethyl(oxan-4-yl)amino]-2-methyl-5-[4-(morpholin-4-ylmethyl)phenyl]benzamide C(C)N(C=1C(=C(C(=O)N)C=C(C1)C1=CC=C(C=C1)CN1CCOCC1)C)C1CCOCC1